CC=1C=NC(=NC1)[Sn](CCCC)(CCCC)CCCC 5-methyl-2-(tributylstannyl)pyrimidine